4-bromo-5-fluoro-2-nitroaniline BrC1=CC(=C(N)C=C1F)[N+](=O)[O-]